tert-butyl (2R,5S)-2-methyl-4-[2-oxo-2-(2,2,2-trifluoroethoxy)acetyl]-5-phenyl-piperazine-1-carboxylate C[C@H]1N(C[C@@H](N(C1)C(C(OCC(F)(F)F)=O)=O)C1=CC=CC=C1)C(=O)OC(C)(C)C